FC[C@]1([C@H](C[C@@H](O1)N1C(NC(C(=C1)C#N)=O)=O)O)CO 1-((2R,4S,5R)-5-(fluoromethyl)-4-hydroxy-5-(hydroxymethyl)tetrahydrofuran-2-yl)-2,4-dioxo-1,2,3,4-tetrahydropyrimidine-5-carbonitrile